1-{2-[5-(diethylamino)-1H-1,2,3-triazol-1-yl]acetyl}-4-fluoro-N-{[6-fluoro-5-(propan-2-yl)pyridin-2-yl](phenyl)methyl}pyrrolidine-2-carboxamide C(C)N(C1=CN=NN1CC(=O)N1C(CC(C1)F)C(=O)NC(C1=CC=CC=C1)C1=NC(=C(C=C1)C(C)C)F)CC